(S)-(4-((5-amino-7-((1-((tert-butyldiphenylsilyl)oxy)-hexan-3-yl)amino)-3-methyl-1H-pyrazolo[4,3-d]pyrimidin-1-yl)methyl)-3-methoxyphenyl)-methanol NC=1N=C(C2=C(N1)C(=NN2CC2=C(C=C(C=C2)CO)OC)C)N[C@H](CCO[Si](C2=CC=CC=C2)(C2=CC=CC=C2)C(C)(C)C)CCC